C(C)OC(\C=C\COC1=C(C=C(C=C1)[N+](=O)[O-])Br)=O (2E)-4-(2-bromo-4-nitrophenoxy)but-2-enoic acid ethyl ester